(2r,3r)-N-butyl-3-(3,4-dimethoxybenzyl)-4-hydroxy-2-(4-hydroxy-3-methoxybenzyl)butanamide C(CCC)NC([C@@H]([C@H](CO)CC1=CC(=C(C=C1)OC)OC)CC1=CC(=C(C=C1)O)OC)=O